[NH4+].[NH4+].SC1=NC(=NC(=N1)S)S 2,4,6-trimercapto-s-triazine diammonium salt